Cl.FC([C@H](N)C1=CC=C(C=C1)C(F)(F)F)(F)F (R)-2,2,2-trifluoro-1-(4-(trifluoromethyl)phenyl)ethan-1-amine hydrochloride